tert-butyl (R)-(3-(7-methyl-1H-indazol-5-yl)-1-(4-(1-methylpiperidin-4-yl)piperazin-1-yl)-1-oxopropan-2-yl)carbamate CC=1C=C(C=C2C=NNC12)C[C@H](C(=O)N1CCN(CC1)C1CCN(CC1)C)NC(OC(C)(C)C)=O